P(=O)(O)(O)OC[C@H]([C@@H]([C@H](C(CO)=O)O)O)O sorbose 6-phosphate